6-(4-chlorophenyl)-2-(1-methyl-1H-pyrazol-4-yl)-3-oxo-N-(1,1,1-trifluoro-3-hydroxypropan-2-yl)-2,3-dihydropyridazine-4-carboxamide ClC1=CC=C(C=C1)C=1C=C(C(N(N1)C=1C=NN(C1)C)=O)C(=O)NC(C(F)(F)F)CO